FC1=CC=C2[C@@H](N3C(C2=C1)=CN=C3)[C@H]3[C@@H](CCCC3)O (1R,2S)-2-[(5S)-8-Fluoro-5H-imidazo[4,3-a]isoindol-5-yl]cyclohexan-1-ol